CN1N=C(N=N1)C(=O)N[C@@H]1CCC2=CC(=CC=C12)C1=NC(=NO1)C([2H])([2H])[2H] (R)-2-methyl-N-(5-(3-(methyl-d3)-1,2,4-oxadiazol-5-yl)-2,3-dihydro-1H-inden-1-yl)-2H-tetrazole-5-carboxamide